The molecule is an ammonium ion that is the conjugate acid of sphingosylphosphocholine, obtained by protonation of the amino group. Major species at pH 7.3. It is an ammonium ion derivative and a sphingoid-1-phosphocholine(1+). It is a conjugate acid of a sphingosine-1-phosphocholine. It is a tautomer of a sphingosylphosphocholine acid. CCCCCCCCCCCCC/C=C/[C@H]([C@H](COP(=O)([O-])OCC[N+](C)(C)C)[NH3+])O